CC=1C(=NC=C(C1)C)N1CCN(CC1)C(=O)C1=CC(=C(C=C1)[C@@]1(C(NC(N1)=O)=O)C(C)C)OC (R)-5-{4-[4-(3,5-dimethylpyridin-2-yl)piperazine-1-carbonyl]-2-methoxyphenyl}-5-isopropylimidazolidine-2,4-dione